tert-butyl 2-(quinoline-6-sulfonyl)-4H,6H-pyrrolo[3,4-c]pyrazole-5-carboxylate N1=CC=CC2=CC(=CC=C12)S(=O)(=O)N1N=C2C(=C1)CN(C2)C(=O)OC(C)(C)C